ClC=1C=C2C=CC(=C(C2=CC1)N1C(C=CC1=O)=O)NC1=NNC=C1C(F)(F)F (6-chloro-2-((4-(trifluoromethyl)-1H-pyrazol-3-yl)amino)naphthalen-1-yl)-1H-pyrrole-2,5-dione